2-((7-methyloct-2-yn-1-yl)oxy)tetrahydro-2H-pyran CC(CCCC#CCOC1OCCCC1)C